CN1CCC(CC1)C1=CC=C(C=C1)C=1C=C2ON(C=NC2=CC1)C(C(=O)NC1=NC=CC=C1)C1=CC=CC=C1 2-(6-(4-(1-Methylpiperidin-4-yl)-phenyl)-4-oxaquinazolin-3(4H)-yl)-2-phenyl-N-(pyridin-2-yl)acetamide